tert-butyl 4-[2-(2,6-dioxo-3-piperidyl)-1,3-dioxo-isoindolin-5-yl]-4-hydroxy-piperidine-1-carboxylate O=C1NC(CCC1N1C(C2=CC=C(C=C2C1=O)C1(CCN(CC1)C(=O)OC(C)(C)C)O)=O)=O